5-((((2'-(3-((3-((6-acetyl-2,6-diazaspiro[3.3]heptan-2-yl)methyl)-2-fluorophenyl)amino)-2-chlorophenyl)-3'-chloro-6-methoxy-[2,4'-bipyridin]-5-yl)methyl)amino)methyl)pyrrolidin-2-one C(C)(=O)N1CC2(CN(C2)CC=2C(=C(C=CC2)NC=2C(=C(C=CC2)C2=NC=CC(=C2Cl)C2=NC(=C(C=C2)CNCC2CCC(N2)=O)OC)Cl)F)C1